(R*)-7'-(3-chloro-2-fluoro-6-(1H-tetrazol-1-yl)phenyl)-3'-(5-(3-fluoro-2-(hydroxymethyl)pyridin-4-yl)-1H-imidazol-2-yl)-2',3'-dihydro-5'H-spiro[cyclopropane-1,1'-indolizin]-5'-one ClC=1C(=C(C(=CC1)N1N=NN=C1)C1=CC(N2[C@H](CC3(C2=C1)CC3)C=3NC(=CN3)C3=C(C(=NC=C3)CO)F)=O)F |o1:16|